2-methyl-1,5-pentanediol malonate C(CC(=O)O)(=O)O.CC(CO)CCCO